FC(C1=CC=C(C=C1)CC=1C=2N(C=CC1)C=NC2C(=O)NC21CC(C2)(C1)CC(=O)OC)(F)F methyl 2-[3-[[8-[[4-(trifluoromethyl) phenyl]methyl]imidazo[1,5-a]pyridine-1-carbonyl]amino]-1-bicyclo[1.1.1]pentanyl]acetate